4-(5-{[(4-methoxyphenyl)methyl]amino}-[1,2,4]triazolo[1,5-a]pyrimidin-7-yl)-3-methylbenzonitrile COC1=CC=C(C=C1)CNC1=NC=2N(C(=C1)C1=C(C=C(C#N)C=C1)C)N=CN2